C(CCCCCCCCCCCCCCCCCCCCCCCCC)(=O)O HEXACOSANOIC ACID